NC1=NC(=NN2C1=NC=C2CC=2C=C(C(=NC2)N2CCN(CC2)C(CN(C(OC(C)(C)C)=O)C)=O)C)O[C@H](C)CCC tert-butyl (R)-(2-(4-(5-((4-amino-2-(pentan-2-yloxy)imidazo[2,1-f][1,2,4]triazin-7-yl)methyl)-3-methylpyridin-2-yl)piperazin-1-yl)-2-oxoethyl)(methyl)carbamate